2-METHYL-1-PROPEN CC(=C)C